ethaneate C(C)(=O)[O-]